2-amino-6-bromo-4-(1-cyano-2-ethoxy-2-oxoethyl)-4H-chromen-3-carboxylic acid ethyl ester C(C)OC(=O)C1=C(OC2=CC=C(C=C2C1C(C(=O)OCC)C#N)Br)N